(S)-N-(1-(2-fluoro-4-methylphenyl)ethyl)-2-(1,3,7-trimethyl-4-oxo-1,4-dihydro-5H-pyrazolo[3,4-d]pyridazin-5-yl)acetamide FC1=C(C=CC(=C1)C)[C@H](C)NC(CN1N=C(C2=C(C1=O)C(=NN2C)C)C)=O